CC1=NC(=NC=C1)[C@@H]1[C@H](C1)C(C)=O 1-((1S,2S)-2-(4-methylpyrimidin-2-yl)cyclopropyl)ethan-1-one